FC(C=1C=C(OC2=C(C=C(C=C2)C2C=3C(NC(C2)=O)=NNC3)OC)C=C(C1)C(F)(F)F)(F)F (-)-4-{4-[3,5-Bis(trifluoromethyl)phenoxy]-3-methoxyphenyl}-2H,4H,5H,6H,7H-pyrazolo[3,4-b]pyridin-6-one